FC1=C(C=CC(=C1)F)C1=NC(=CC=2C1=NC(=C(N2)C)C)[C@@H]2C[C@@H](OCC2)C=2C=NN(C2)C 5-(2,4-difluorophenyl)-2,3-dimethyl-7-((2R,4S)-2-(1-methyl-1H-pyrazol-4-yl)tetrahydro-2H-pyran-4-yl)pyrido[3,4-b]pyrazine